dispiro[cyclopropane-1,6'-indene-5',2''-[1,3]dioxolan]-1'-one O1C2(OCC1)C=C1C=CC(C1=CC21CC1)=O